C(C)OC(=O)C=1C=NN(C1N)C1(CC1)C(F)(F)F 5-amino-1-(1-(trifluoromethyl)cyclopropyl)-1H-pyrazole-4-carboxylic acid ethyl ester